N-((4R,5S,7R,8R,9S,10R)-8,10-dihydroxy-7-(hydroxymethyl)-9-(4-(3,4,5-Trifluorophenyl)-1H-1,2,3-triazol-1-yl)-1,6-dioxaspiro[4.5]decan-4-yl)-2-oxo-1,2-dihydroquinoline-4-carboxamide O[C@H]1[C@H](O[C@@]2([C@@H](CCO2)NC(=O)C2=CC(NC3=CC=CC=C23)=O)[C@@H]([C@H]1N1N=NC(=C1)C1=CC(=C(C(=C1)F)F)F)O)CO